O=C1NC(CCC1N1C(C2=CC=C(C=C2C1=O)C1(CCN(CC1)CC=1C=C2C(N(C=NC2=CC1)C1=NC=CC=C1)=O)O)=O)=O 2-(2,6-dioxopiperidin-3-yl)-5-(4-hydroxy-1-((4-oxo-3-(pyridin-2-yl)-3,4-dihydroquinazolin-6-yl)methyl)piperidin-4-yl)isoindoline-1,3-dione